OC1=C(C=C(C=C1C)C(C)(CC)C1=CC(=C(C(=C1)C)O)C)C 2,2-Bis(4-hydroxy-3,5-DIMETHYLPHENYL)butane